FC(S(=O)(=O)OC1=CC=CC=2OC3=C(C21)C=CC(=C3)C3=CC=CC=C3)(F)F 7-phenyldibenzofuran-1-yl trifluoromethanesulfonate